NC1=NC2=CC(=CC=C2C=C1F)CN(C(=O)C=1C=NC(=NC1)C(F)(F)F)C1=C(C=CC=C1)S(=O)(=O)C N-[(2-amino-3-fluoroquinolin-7-yl)methyl]-N-(2-methanesulfonylphenyl)-2-(trifluoro-methyl)pyrimidine-5-carboxamide